ClC=1C=C(C=C(C1)SCC)NC(=O)C=1SC(=C(C1)C1=NC=C(C=N1)N1CC(C1)F)C N-(3-chloro-5-(ethylsulfanyl)phenyl)-4-(5-(3-fluoroazetidin-1-yl)pyrimidin-2-yl)-5-methylthiophene-2-carboxamide